C(C1=CC=CC=C1)N1C(C=2C=C(C(=NC2C=C1)C)C(=O)NCC=1N=NN(C1)C)=O 6-benzyl-2-methyl-N-((1-methyl-1H-1,2,3-triazol-4-yl)methyl)-5-oxo-5,6-dihydro-1,6-naphthyridine-3-carboxamide